(5-methoxy-2-nitrophenyl)ethane-1,2-diamine COC=1C=CC(=C(C1)C(CN)N)[N+](=O)[O-]